2-p-toluidinylnaphthalene-6-sulphonate N(C1=CC=C(C=C1)C)C1=CC2=CC=C(C=C2C=C1)S(=O)(=O)[O-]